2-[4-[5-(tert-Butoxycarbonylamino)-4-cyano-1-isopropyl-pyrazol-3-yl]-3-fluoro-phenyl]acetic acid C(C)(C)(C)OC(=O)NC1=C(C(=NN1C(C)C)C1=C(C=C(C=C1)CC(=O)O)F)C#N